1-(2-(methylamino)acetyl)piperidine CNCC(=O)N1CCCCC1